C(C)OC(CN1C=NC(=C1C(C)C)\C=C\1/NC(CN(C1=O)C(C)=O)=O)=O (Z)-2-(4-((4-acetyl-3,6-dioxopiperazin-2-ylidene)methyl)-5-isopropyl-1H-imidazolyl)acetic acid ethyl ester